C1(CC1)C1=C(C(=NO1)C1=C(C=NC=C1Cl)Cl)COC12CCC(CC1)(CC2)COC2=CC=C1C=CN=C(C1=C2)OCC 7-((4-((5-Cyclopropyl-3-(3,5-dichloropyridin-4-yl)isoxazol-4-yl)methoxy)bicyclo[2.2.2]octan-1-yl)methoxy)-1-ethoxyisochinolin